C(#N)C=1C(=C2C(=NC1NCC(=O)N(C)C1=CC=C(C=C1)F)CCC2)C 2-([3-cyano-4-methyl-5H,6H,7H-cyclopenta[b]-pyridin-2-yl]amino)-N-(4-fluorophenyl)-N-methylacetamide